C(C=C)(=O)CCOCCC(C=C)=O 2-acryloylethyl ether